2-(4-fluorophenyl)-3-(pyridin-4-yl)-6-(triethoxymethyl)pyrazolo[1,5-a]pyridine FC1=CC=C(C=C1)C1=NN2C(C=CC(=C2)C(OCC)(OCC)OCC)=C1C1=CC=NC=C1